COC(=O)C1=CC=C2C(=CC(=NC2=C1)C=1C=NC=CC1)Cl 4-Chloro-2-(pyridin-3-yl)quinoline-7-carboxylic acid methyl ester